FC(C(C(C(C(F)(F)OC(C(=C)C)=O)(F)F)(F)F)(F)F)CC(F)(F)F.FC(C(F)(F)OC(C(=C)C)=O)CC(F)(F)F.FC(C(C(F)(F)OC(C(=C)C)=O)(F)F)CC(F)(F)F.C(C(=C)C)(=O)OCC(F)(F)F trifluoroethyl methacrylate octafluoropentyl-methacrylate hexafluorobutyl-methacrylate dodecafluoroheptyl-methacrylate